3-(1-(trans-4-(2-chloro-5-(trifluoromethyl)benzyloxy)pyrrolidin-3-yl)-1H-1,2,3-triazol-4-yl)pyridine ClC1=C(CO[C@H]2[C@@H](CNC2)N2N=NC(=C2)C=2C=NC=CC2)C=C(C=C1)C(F)(F)F